(9H-fluoren-9-yl)methyl tert-butyl ((20S,23S)-24-methyl-19,22-dioxo-20-(3-ureidopropyl)-3,6,9,12,15-pentaoxa-l-8,21-diazapentacosane-1,23-diyl)dicarbamate CC([C@@H](C(N[C@H](C(CCCOCCOCCONCOCCOCCNC(OCC1C2=CC=CC=C2C=2C=CC=CC12)=O)=O)CCCNC(=O)N)=O)NC(OC(C)(C)C)=O)C